2-(2-(4-(7-fluoro-1-methyl-2,3-dioxo-2,3-dihydropyrido[2,3-b]pyrazin-4(1H)-yl)piperidin-1-yl)pyrimidin-5-yl)acetonitrile FC1=CC2=C(N(C(C(N2C)=O)=O)C2CCN(CC2)C2=NC=C(C=N2)CC#N)N=C1